The molecule is the organophosphate oxoanion that at pH 7.3 is the major microspecies present of undecaprenyldiphospho-N-acetyl-(N-acetylglucosaminyl)muramoyl-L-alanyl-D-isoglutaminyl-(glycyl)3-L-lysyl-D-alanyl-D-alanine, formed by loss of two protons from the diphospho group. It is a conjugate base of an undecaprenyldiphospho-N-acetyl-(N-acetylglucosaminyl)muramoyl-L-alanyl-D-isoglutaminyl-(glycyl)3-L-lysyl-D-alanyl-D-alanine. C[C@@H](C(=O)N[C@H](CCC(=O)N[C@@H](CCCCNC(=O)CNC(=O)CNC(=O)C[NH3+])C(=O)N[C@H](C)C(=O)N[C@H](C)C(=O)[O-])C(=O)N)NC(=O)[C@@H](C)O[C@@H]1[C@H]([C@H](O[C@@H]([C@H]1O[C@H]2[C@@H]([C@H]([C@@H]([C@H](O2)CO)O)O)NC(=O)C)CO)OP(=O)([O-])OP(=O)([O-])OC/C=C(/C)\\CC/C=C(/C)\\CC/C=C(/C)\\CC/C=C(/C)\\CC/C=C(/C)\\CC/C=C(/C)\\CC/C=C(/C)\\CC/C=C(/C)\\CC/C=C(\\C)/CC/C=C(\\C)/CCC=C(C)C)NC(=O)C